NC1=NC=C(C2=C1N=C(N=C2)C=2C=C(C=CC2)C#C[C@]2(C(N(CC2)C)=O)O)C=2C(=NNC2C)C (R)-3-[2-[3-[8-amino-5-(3,5-dimethyl-1H-pyrazol-4-yl)pyrido[3,4-d]pyrimidin-2-yl]phenyl]ethynyl]-3-hydroxy-1-methyl-pyrrolidin-2-one